ClC=1C=C(OCC(C2=CC=NC=C2)N(C(=O)NC2COCC2(F)F)C)C=CC1 1-[2-(3-chlorophenoxy)-1-(4-pyridyl)ethyl]-3-(4,4-difluorotetrahydrofuran-3-yl)-1-methyl-urea